(2-biphenylyl)phosphine C1(=C(C=CC=C1)P)C1=CC=CC=C1